tungsten-magnesium [Mg].[W]